OCN1C(N(C2C1N(C(N2CO)=O)CO)CO)=O 1,3,4,6-tetra(hydroxymethyl)tetrahydroimidazo[4,5-d]Imidazole-2,5(1H,3H)-dione